(tert-butyl 1-(3-((7-(6-(cyclopropanecarboxamido) pyridin-3-yl)-2-oxo-2H-chromen-4-yl) oxy) propyl) piperidin-4-yl) carbamate C(N)(OC1CC(N(CC1)CCCOC1=CC(OC2=CC(=CC=C12)C=1C=NC(=CC1)NC(=O)C1CC1)=O)C(C)(C)C)=O